1-(1-butoxyethyl)-benzotriazole C(CCC)OC(C)N1N=NC2=C1C=CC=C2